N1C=CC2=CC(=CC=C12)OC=1C=C(C=CC1)C=1NC=C(N1)[C@H](CC1=CN=CS1)O (S)-1-(2-(3-((1H-indol-5-yl)oxy)phenyl)-1H-imidazol-4-yl)-2-(thiazol-5-yl)ethan-1-ol